2-bromo-N-(5-((2-(2,2-dimethylpyrrolidin-1-yl)ethyl)carbamoyl)-2-fluorophenyl)pyrazolo[5,1-b]thiazole-7-carboxamide BrC1=CN2C(S1)=C(C=N2)C(=O)NC2=C(C=CC(=C2)C(NCCN2C(CCC2)(C)C)=O)F